methyl 2-(3-(4-ethoxyphenyl)-1-methylureido)-5-oxo-5H-thieno[3,2-b]pyran-6-carboxylate C(C)OC1=CC=C(C=C1)NC(N(C)C1=CC=2OC(C(=CC2S1)C(=O)OC)=O)=O